C(C)S(=O)(=O)NC1=CC(=C(C=C1)C1=NN(C(=C1C(=O)N)NC1=NC=CN=C1)COCC[Si](C)(C)C)OCC1=CC=C(C=C1)F 3-(4-(ethylsulfonamido)-2-((4-fluorobenzyl)oxy)phenyl)-5-(pyrazin-2-ylamino)-1-((2-(trimethylsilyl)ethoxy)methyl)-1H-pyrazole-4-carboxamide